5-[[6-[3-(difluoromethyl)-4-fluoro-phenyl]pyrazolo[4,3-b]pyridin-1-yl]methyl]-1,3,4-thiadiazol-2-amine FC(C=1C=C(C=CC1F)C=1C=C2C(=NC1)C=NN2CC2=NN=C(S2)N)F